2'-Hydroxy-3-hexyloxychalcone OC1=C(C(/C=C/C2=CC(=CC=C2)OCCCCCC)=O)C=CC=C1